Methyl 5-[4-[(E)-3-[4-[2-hydroxyethyl(methyl)amino]phenyl]prop-2-enoyl]anilino]-5-oxopentanoate OCCN(C1=CC=C(C=C1)/C=C/C(=O)C1=CC=C(NC(CCCC(=O)OC)=O)C=C1)C